FC=1C=C(C=CC1)C=1N=NN(C1)[C@@H]1[C@H]([C@@H](O[C@H]2[C@@H]1OC(OC2)C2=CC=CC=C2)C(=O)O)O (4aR,6R,7R,8R,8aR)-8-(4-(3-fluorophenyl)-1H-1,2,3-triazol-1-yl)-7-hydroxy-2-phenylhexahydropyrano[3,2-d][1,3]dioxine-6-carboxylic acid